[C@]12(CCC[C@H]2C1)C1=CC(=C(C=C1Cl)C=1NC=2C=CN=C(C2C(C1)=O)C(=O)N)C 2-(4-((1S,5S)-bicyclo[3.1.0]hexan-1-yl)-5-chloro-2-methylphenyl)-4-oxo-1,4-dihydro-1,6-naphthyridine-5-carboxamide